C(C(C)C)N1N=CC=2C1=NC(=NC2NC=2N=CN(C2)C2=CC(=C(C(=C2)OC)OC)OC)C(C)C 1-isobutyl-6-isopropyl-N-(1-(3,4,5-trimethoxyphenyl)-1H-imidazol-4-yl)-1H-pyrazolo[3,4-d]pyrimidin-4-amine